Cl.C1(=CC=C(C=C1)OCCN)C 2-(p-tolyloxy)ethane-1-amine hydrochloride